[O-]CCCC.[W+4].[O-]CCCC.[O-]CCCC.[O-]CCCC tungsten(IV) butoxide